N-benzyl-piperidine-4-formaldehyde C(C1=CC=CC=C1)N1CCC(CC1)C=O